Tert-butyl N-[1-[2-[1-(2,6-dioxo-3-piperidyl)-3-methyl-2-oxo-benzimidazol-4-yl]ethyl] azetidin-3-yl]-N-methyl-carbamate O=C1NC(CCC1N1C(N(C2=C1C=CC=C2CCN2CC(C2)N(C(OC(C)(C)C)=O)C)C)=O)=O